C1(CC1)C(CNC(=O)C=1C=C2C=C(N=NC2=C(C1)OC)C(F)F)(O)C1=NC(=C(C(=C1F)C(C)(C)O)F)C1=CC=C(C=C1)F (-)-N-(2-cyclopropyl-2-(3,5-difluoro-6-(4-fluorophenyl)-4-(2-hydroxypropan-2-yl)pyridin-2-yl)-2-hydroxyethyl)-3-(difluoromethyl)-8-methoxycinnoline-6-carboxamide